ClC=1C=C(C=CC1)N1N=C(C=C1)CC(=O)NC1=NNC(=C1)C1CC1 2-[1-(3-chlorophenyl)-1H-pyrazol-3-yl]-N-(5-cyclopropyl-1H-pyrazol-3-yl)acetamide